2-[10-[3-butyl-5-(diaminomethylene)-2,4,6-trioxo-hexahydropyrimidin-1-yl]-1,3-dioxo-2-(2-trimethylsilylethoxymethyl)-2,4-diazadispiro[4.1.57.15]tridecan-4-yl]acetonitrile C(CCC)N1C(N(C(C(C1=O)=C(N)N)=O)C1CCC2(CC3(N(C(N(C3=O)COCC[Si](C)(C)C)=O)CC#N)C2)CC1)=O